tert-butyl-(2R,6S)-4-(3-ethynylphenyl)-2,6-dimethylpiperazin C(C)(C)(C)N1[C@@H](CN(C[C@@H]1C)C1=CC(=CC=C1)C#C)C